N-[2-(4-formylcyclohexyl)-6-[(1S,4S)-2-oxa-5-azabicyclo[2.2.1]heptan-5-yl]indazol-5-yl]-6-(trifluoromethyl)pyridine-2-carboxamide C(=O)C1CCC(CC1)N1N=C2C=C(C(=CC2=C1)NC(=O)C1=NC(=CC=C1)C(F)(F)F)N1[C@@H]2CO[C@H](C1)C2